(hexahydrocyclopenta[c]pyrrol-2(1H)-yl)(2,7-diazaspiro[3.5]nonan-2-yl)methanone C1N(CC2C1CCC2)C(=O)N2CC1(C2)CCNCC1